ClC1=CC=C(C=C1)C1=CC=NC(N1C1=NN(C2=CC=CC=C12)C)C=1C=NN(C1)C 6-(4-chlorophenyl)-N-(1-methyl-1H-indazol-3-yl)-2-(1-methyl-1H-pyrazol-4-yl)pyrimidine